ClCOC(=O)OCC(C(=O)OC(C)(C)C)(C)C Tert-Butyl 3-{[(chloromethoxy)carbonyl]oxy}-2,2-dimethylpropanoate